C(C)C(C1=CC(=C(C(=C1)C(C)(C)C)O)C(C)(C)C)P([O-])([O-])=O ethyl-3,5-di-t-butyl-4-hydroxybenzylphosphonat